NC1=NN2C(C=C(C=C2C(=O)N[C@@H](C)CC)C=2C=NN(C2)C(C(C)C)C2=CC=CC=C2)=N1 Amino-N-[(2S)-butan-2-yl]-7-{1-[2-methyL-1-phenylpropyl]-1H-pyrazoL-4-yl}[1,2,4]triazolo[1,5-a]pyridine-5-carboxamide